tert-butyl 7-[7-[4-fluoro-2-(2-methoxyethoxy)phenyl]-4-(1-methylindazol-5-yl)thieno[3,2-c]pyridin-6-yl]-2,7-diazaspiro[3.5]nonane-2-carboxylate FC1=CC(=C(C=C1)C=1C2=C(C(=NC1N1CCC3(CN(C3)C(=O)OC(C)(C)C)CC1)C=1C=C3C=NN(C3=CC1)C)C=CS2)OCCOC